6-fluoro-7-ethoxyindole-2,3-dione FC1=CC=C2C(C(NC2=C1OCC)=O)=O